SC(CC(=O)OCC(COC(CC(C)S)=O)(COC(CC(C)S)=O)COC(CC(C)S)=O)C pentaerythritol tetrakis(3-mercapto butyrate)